FCCOC1=NN(C(=C1C)NC(=O)N[C@H]1CN(C[C@@H]1C=1C=NC=C(C1)F)CCOC)C1=CC=CC=C1 1-(3-(2-fluoroethoxy)-4-methyl-1-phenyl-1H-pyrazol-5-yl)-3-((3R,4S)-4-(5-fluoropyridin-3-yl)-1-(2-methoxyethyl)pyrrolidin-3-yl)urea